4-(4,4,5,5-tetramethyl-1,3,2-Dioxaborolan-2-yl)-3,6-dihydropyridine-1(2H)-carboxylic acid tert-butyl ester C(C)(C)(C)OC(=O)N1CCC(=CC1)B1OC(C(O1)(C)C)(C)C